7-fluoro-2,8-dimethyl-imidazo[1,2-a]pyridin-6-amine FC1=C(C=2N(C=C1N)C=C(N2)C)C